N[C@H]1CS(C2=C(N(C1=O)CC1=CC=C(C=C1)Cl)C=C(C(=C2)F)C2=NN=C(O2)C(C(=O)N(C)C)(C)C)(=O)=O 2-[5-[(3R)-3-amino-5-[(4-chlorophenyl)methyl]-8-fluoro-1,1,4-trioxo-2,3-dihydro-1lambda6,5-benzothiazepin-7-yl]-1,3,4-oxadiazol-2-yl]-N,N,2-trimethyl-propanamide